2-oxo-1'-(2-({3-oxo-1H,2H,3H,5H,6H,10bH-pyrrolo[2,1-a]isoquinolin-8-yl}oxy)ethyl)-1,2-dihydrospiro[indole-3,4'-piperidine]-5-carbonitrile O=C1NC2=CC=C(C=C2C12CCN(CC2)CCOC=2C=C1CCN3C(C1=CC2)CCC3=O)C#N